N-[rac-(2S,3R)-2-(2,3-Dihydro-[1,4]benzodioxin-6-yl)-1-(1H-indol-4-yl-methyl)-pyrrolidin-3-yl]-cyclopropanesulfonic acid amide O1CCOC2=C1C=CC(=C2)[C@@H]2N(CC[C@H]2NS(=O)(=O)C2CC2)CC2=C1C=CNC1=CC=C2 |r|